4-(2-amino-1-hydroxy-2-oxoethyl)benzamide NC(C(O)C1=CC=C(C(=O)N)C=C1)=O